C1(CCC1)[C@H](O)C1=CC=2C(=NC(=CC2C2=CC=3C(N=C2)=NN(C3)C)C3CC3)S1 (S)-cyclobutyl(6-cyclopropyl-4-(2-methyl-2H-pyrazolo[3,4-b]pyridin-5-yl)thieno[2,3-b]pyridin-2-yl)methanol